2-(6-chloro-1,1-dioxo-3,4-dihydro-1lambda6,2,4-benzothiadiazin-2-yl)-3-(6-fluoro-2,3-dimethylphenyl)butanoic acid ClC=1C=CC2=C(NCN(S2(=O)=O)C(C(=O)O)C(C)C2=C(C(=CC=C2F)C)C)C1